bisoctadecyldimethylammonium bromide [Br-].C(CCCCCCCCCCCCCCCCC)[N+](C)(C)CCCCCCCCCCCCCCCCCC